(1,3,5-triazinane-1,3,5-triyl)tris(propan-one) N1(CN(CN(C1)CC(C)=O)CC(C)=O)CC(C)=O